OCC(C(CC1C(NCC1)=O)NC(C(CC(C)C)NC(=O)C=1N(C2=CC=CC(=C2C1)OC)CCC)=O)=O N-(1-((4-hydroxy-3-oxo-1-(2-oxopyrrolidin-3-yl)butan-2-yl)amino)-4-methyl-1-oxopentan-2-yl)-4-methoxy-1-propyl-1H-indole-2-carboxamide